C(O[C@H]1C[C@H](CC1)C1=NN(C(=C1)NC(=O)C1=CC(=NN1C)COC)C(C)(C)C)(OC1=CC=CC=C1)=O (1R,3S)-3-(1-(tert-butyl)-5-(3-(methoxymethyl)-1-methyl-1H-pyrazole-5-carboxamido)-1H-pyrazol-3-yl)cyclopentyl phenyl carbonate